FC(C=1C=C(C=C(C1)C(F)(F)F)C1=NN(C=N1)\C=C(/C(=O)N)\C1=CC(=NC=C1)F)(F)F (Z)-3-(3-(3,5-bis(trifluoromethyl)phenyl)-1H-1,2,4-triazol-1-yl)-2-(2-fluoropyridin-4-yl)acrylamide